4-(2-(2-benzylpyrrolidin-1-yl)-6-((4-methoxybenzyl)oxy)pyridin-4-yl)morpholine C(C1=CC=CC=C1)C1N(CCC1)C1=NC(=CC(=C1)N1CCOCC1)OCC1=CC=C(C=C1)OC